5-borono-2-methyl-pyrazole-3-carboxylic acid B(O)(O)C=1C=C(N(N1)C)C(=O)O